C(C)(C)(C)OC(=O)N1CC2(C1)CCN(CC2)C=2C=CC(=NC2)C(=O)O 5-(2-(tert-butoxycarbonyl)-2,7-diazaspiro[3.5]nonan-7-yl)picolinic acid